C(C#CCCCCC)C1=C(C=CC(=C1)C)S(=O)(=O)OO[Si](C)(C)C(C)(C)C (tert-Butyldimethylsiloxy) oct-2-yn-1-yl-4-methylbenzenesulfonate